The molecule is a nitrogen oxoanion. It is a conjugate base of a hyponitrous acid. It is a conjugate acid of a hyponitrite(2-). N(=N[O-])O